ClC1=C(C=2N=C(N=C3C2C(=N1)OCCN3[C@H](C)C=3C(=NC=CN3)N)OC[C@]31CCCN1C[C@@H](C3)F)F 3-((R)-1-(5-Chloro-4-fluoro-2-(((2R,7aS)-2-fluorotetrahydro-1H-pyrrolizin-7a(5H)-yl)methoxy)-8,9-dihydro-10H-7-oxa-1,3,6,10-tetraazacyclohepta[de]naphthalen-10-yl)ethyl)pyrazin-2-amine